5-{1-fluoro-3,6-dihydroxy-7-[2-(oxolan-2-yl)ethoxy]naphthalen-2-yl}-1λ6,2,5-thiadiazolidine-1,1,3-trione FC1=C(C(=CC2=CC(=C(C=C12)OCCC1OCCC1)O)O)N1CC(NS1(=O)=O)=O